C(C)S(=O)(=O)C=1C(=NC=C(C1)C1=CC=C(C=C1)F)C(=NC1=NC=C(C=C1)C(F)(F)F)Cl 3-(ethylsulfonyl)-5-(4-fluorophenyl)-N-(5-(trifluoromethyl)pyridin-2-yl)pyridinimidoyl chloride